1-methyl-2-[(benzenesulfonyl)methyl]benzene CC1=C(C=CC=C1)CS(=O)(=O)C1=CC=CC=C1